(2R,3S)-1-((benzyloxy)carbonyl)-3-(3-oxa-8-azabicyclo[3.2.1]octane-8-carbonyl)piperidine-2-carboxylic acid C(C1=CC=CC=C1)OC(=O)N1[C@H]([C@H](CCC1)C(=O)N1C2COCC1CC2)C(=O)O